2-(tert-Butyl)-2'-(4-fluorophenyl)-1'H-spiro[benzo[d][1,3]oxazine-4,4'-isoquinoline]-1',3'(2'H)-dione C(C)(C)(C)C=1OC2(C(N(C(C3=CC=CC=C23)=O)C2=CC=C(C=C2)F)=O)C2=C(N1)C=CC=C2